oxo-7-((3R)-3-((pyridin-2-yloxy)methyl)-2-azabicyclo[3.1.0]hexan-2-yl)-1,4-dihydroquinoline-3-carboxylic acid O=C1C(=CNC2=CC(=CC=C12)N1C2CC2C[C@@H]1COC1=NC=CC=C1)C(=O)O